N1(CCCCC1)C[C@H](C)O (S)-1-(piperidin-1-yl)propan-2-ol